γ-Chloropropyltriethoxysilane ClCCC[Si](OCC)(OCC)OCC